C(N)(=O)C1=CC=C2C=CN(C2=C1)C[C@@H]1CC[C@H](CC1)C(=O)O trans-4-[(6-carbamoyl-indol-1-yl)methyl]cyclohexanecarboxylic acid